C(C)OC=C1C(N(C(C2=CC(=CC=C12)OC)=O)C1=CC=CC=C1)=O 4-(ethoxymethylidene)-7-methoxy-2-phenyl-1,2,3,4-tetrahydroisoquinoline-1,3-dione